2-(6-(((1R,2S,3S,5R)-2-fluoro-1,5-dimethyl-8-azabicyclo[3.2.1]oct-6-en-3-yl)(methyl)amino)pyridazin-3-yl)-5-(4H-1,2,4-triazol-4-yl)phenol F[C@@H]1[C@]2(C=C[C@@](C[C@@H]1N(C1=CC=C(N=N1)C1=C(C=C(C=C1)N1C=NN=C1)O)C)(N2)C)C